Methyl N2-((benzyloxy)carbonyl)-N5-((3aR,6R,6aR)-6-(hydroxymethyl)-2,2-dimethyltetrahydrofuro[3,4-d][1,3]dioxol-4-yl)-L-glutaminate C(C1=CC=CC=C1)OC(=O)N[C@@H](CCC(NC1O[C@@H]([C@H]2OC(O[C@H]21)(C)C)CO)=O)C(=O)OC